CCCCCCCCCCCCCCCCCCC(=O)O[C@H](COC(=O)CCCCCCC/C=C\C/C=C\C/C=C\CC)COP(=O)([O-])OCC[N+](C)(C)C 1-(9Z,12Z,15Z-octadecatrienoyl)-2-nonadecanoyl-glycero-3-phosphocholine